3-fluoro-4-((4-hydroxypiperidine-1-yl)methyl)phenylboric acid FC=1C=C(C=CC1CN1CCC(CC1)O)OB(O)O